ClC1=NC(=CC(=C1)B(O)O)Cl 2,6-dichloropyridin-4-ylboronic acid